ethyl (3S)-2-oxo-spiro[1H-pyrrolo[2,3-b]pyridine-3,6'-5,7-dihydrocyclopenta[b]pyridine]-3'-carboxylate O=C1NC2=NC=CC=C2[C@@]12CC=1C(=NC=C(C1)C(=O)OCC)C2